N=1N=CN2C=NC(=CC21)OC2=C(C=C(C=C2C)N(C2=NC=NC1=CC=C(C=C21)N)C=2OCC(N2)(C)C)C N4-(4-([1,2,4]triazolo[4,3-c]pyrimidin-7-yloxy)-3,5-dimethyl-phenyl)-N-(4,4-dimethyl-4,5-dihydrooxazol-2-yl)quinazolin-4,6-diamine